6-[[2-(3-chloro-2-pyridyl)-5-(difluoromethyl)pyrazole-3-carbonyl]amino]-5-methyl-2-(trifluoromethyl)quinoline-7-carboxamide ClC=1C(=NC=CC1)N1N=C(C=C1C(=O)NC=1C(=C2C=CC(=NC2=CC1C(=O)N)C(F)(F)F)C)C(F)F